Cl.NCC1=NN(C2=NC=CC(=C21)P(C)(C)=O)C2=CC=C(C=C2)OC(F)(F)F (3-(aminomethyl)-1-(4-(trifluoromethoxy)phenyl)-1H-pyrazolo[3,4-b]pyridin-4-yl)dimethylphosphine oxide hydrochloride